CC(=O)NC(CC1=CN=CN1)C(=O)O N-acetylhistidine